4-methyl-2-mercaptobenzimidazole zinc salt [Zn].CC1=CC=CC=2N=C(NC21)S